BrC=1C=C(C=CC1)C1=NC(=NC(=N1)C1=CC=NC=C1)C1=CC=NC=C1 2-(3-bromophenyl)-4,6-bis(pyridin-4-yl)-1,3,5-triazine